C(#N)C=1C=CC=2N(C3=CC=CC=C3C2C1)C=1C(=C(C(=NC1C1=CC=C(C=C1)N1C2=CC=CC=C2C=2C=C(C=CC12)C#N)C1=CC=C(C=C1)N1C2=CC=CC=C2C=2C=C(C=CC12)C#N)C1=CC=C(C=C1)N1C2=CC=CC=C2C=2C=C(C=CC12)C#N)C1=C(C=CC=C1)C1=NC(=NC(=N1)C1=CC=CC=C1)C1=CC=CC=C1 9,9',9''-((5-(3-cyano-9H-carbazol-9-yl)-4-(2-(4,6-diphenyl-1,3,5-triazin-2-yl)phenyl)pyridine-2,3,6-triyl)tris(benzene-4,1-diyl))tris(9H-carbazole-3-carbonitrile)